4-{4-[(1,3-benzoxazol-4-yl)oxy]piperidin-1-yl}-1-methyl-2-oxo-1,2-dihydroquinoline-3-carbonitrile O1C=NC2=C1C=CC=C2OC2CCN(CC2)C2=C(C(N(C1=CC=CC=C21)C)=O)C#N